C1(CCCC1)N1C=NC=2C=CC=3C=NC(=NC3C21)S(=O)C 1-cyclopentyl-8-(methylsulfinyl)-1H-imidazo[4,5-h]quinazoline